C(C#CC)N1CC(C1)N1[C@@H](C(N(C=2C=NC(=NC12)NC1=CC(=C(C(=O)NCC)C=C1OC)F)C)=O)CC (R)-4-((8-(1-(2-butynyl)azetidin-3-yl)-7-ethyl-5-methyl-6-oxo-5,6,7,8-tetrahydropteridin-2-yl)amino)-N-ethyl-2-fluoro-5-methoxybenzamide